N-benzyl-3-(3-isopropylphenyl)butan-1-imine oxide C(C1=CC=CC=C1)[N+](=CCC(C)C1=CC(=CC=C1)C(C)C)[O-]